C(C)(C)(C)OC(=O)N(C1=NC=CC(=C1)C=1OC=C(N1)C(=O)NC=1C(=NN(C1)C1=CC=C(C(=O)OC)C=C1)C(F)(F)F)CC1CC1 methyl 4-[4-[[2-[2-[tert-butoxycarbonyl(cyclopropylmethyl)amino]-4-pyridyl]-oxazole-4-carbonyl]amino]-3-(trifluoromethyl)pyrazol-1-yl]benzoate